4-((S)-4-Acryloyl-2-methylpiperazin-1-yl)-6-fluoro-7-(naphthalen-2-yloxy)-1-(2-Isopropyl-6-methylphenyl)pyrido[2,3-d]pyrimidin-2(1H)-one C(C=C)(=O)N1C[C@@H](N(CC1)C=1C2=C(N(C(N1)=O)C1=C(C=CC=C1C)C(C)C)N=C(C(=C2)F)OC2=CC1=CC=CC=C1C=C2)C